2-((4-(trifluoromethyl)phenyl)amino)nicotinamide FC(C1=CC=C(C=C1)NC1=C(C(=O)N)C=CC=N1)(F)F